4-trans-t-Butyl-cyclohexanol C(C)(C)(C)C1(CCCCC1)O